(2S,8S)-8-amino-1,2-dicarboxy-17-ethyl-N-hexyl-25-hydroxy-N-(2-hydroxypropyl)-13-imino-21,21-dimethyl-N-nonyl-4,7,15-trioxo-16,19,23-trioxa-3,6,12,14-tetraazahexacosan-26-aminium N[C@H](C(NCC(N[C@@H](CC(=O)O)C(=O)O)=O)=O)CCCNC(NC(OC(COCC(COCC(C[N+](CCCCCCCCC)(CC(C)O)CCCCCC)O)(C)C)CC)=O)=N